O=C1NN=CC=C1C#N 3-Oxo-2,3-dihydropyridazine-4-carbonitrile